O1C2=CC=C1C(=O)OCCCCOC2=O butylen 2,5-furandicarboxylat